C(C)N(C(C1=C(C=CC(=C1)F)C1=C2C=NN(C2=CC(=C1)C1CN(CC1)CC1(CCC(CC1)N)O)C)=O)C(C)C N-ethyl-5-fluoro-2-[1-methyl-6-(1-{[(1s,4s)-4-amino-1-hydroxycyclohexyl]methyl}pyrrolidin-3-yl)-1H-indazol-4-yl]-N-(isopropyl)benzamide